BrC(C(=O)O)CCC 2-Bromovaleric acid